2,4,5,6-tetrahydro-1H-cyclobuta[f]inden C1CC=2C1=CC=1CCCC1C2